2-(2-chlorophenyl)-N-{4-[(4,4-difluoro-1-hydroxycyclohexyl)methoxy]-3-sulfamoylphenyl}acetamide ClC1=C(C=CC=C1)CC(=O)NC1=CC(=C(C=C1)OCC1(CCC(CC1)(F)F)O)S(N)(=O)=O